2-(1-acryloyl-4-(7-(5-methoxy-1H-indol-1-yl)-2-(2-(pyrrolidin-1-yl)ethoxy)-5,6,7,8-tetrahydroquinazolin-4-yl)piperazin-2-yl)acetonitrile C(C=C)(=O)N1C(CN(CC1)C1=NC(=NC=2CC(CCC12)N1C=CC2=CC(=CC=C12)OC)OCCN1CCCC1)CC#N